B([O-])(O)O.C(CC(=O)O)(=O)O.[Li+] lithium (propanedioate) borate